beta-D-gluconic acid OC1([C@H](O)[C@@H](O)[C@H](O)[C@H](O1)CO)O